FC1=C(C=CC=C1)C1=C2N=C(C(=NC2=CC=C1)C(=O)N)CC1=CN=C(S1)N1CCC(CC1)OC(F)(F)F (2-fluorophenyl)-((2-(4-(trifluoromethoxy)piperidin-1-yl)thiazol-5-yl)methyl)quinoxaline-2-carboxamide